N-(3-bromopropyl)cyanamide BrCCCNC#N